2-benzyl-2-azaspiro[3.3]heptan-6-yl (2R,5R)-2,5-dimethyl-4-(5-nitropyridin-2-yl)piperazine-1-carboxylate C[C@H]1N(C[C@H](N(C1)C1=NC=C(C=C1)[N+](=O)[O-])C)C(=O)OC1CC2(CN(C2)CC2=CC=CC=C2)C1